ClC1=C2C(=NC=C1F)SC=C2 4-chloro-5-fluorothieno[2,3-b]pyridine